COC(=O)C=1C=NN2C1C=C(C=C2)C=2C=NN(C2C)C[C@H](COC)O.C(C)(C)OC2=CC=C(C=C2)C2=CC=C(C=C2)C(\C=C\C=2C=C1N=CC=NC1=CC2)=O (E)-1-(4'-isopropoxy-[1,1'-biphenyl]-4-yl)-3-(quinoxalin-6-yl)prop-2-en-1-one methyl-(R)-5-(1-(2-hydroxy-3-methoxypropyl)-5-methyl-1H-pyrazol-4-yl)pyrazolo[1,5-a]pyridine-3-carboxylate